2-(5-bromo-2-oxobenzo[d]oxazol-3(2H)-yl)acetic acid BrC=1C=CC2=C(N(C(O2)=O)CC(=O)O)C1